BrC=1C(=NC=C(C1)Cl)N 3-bromo-5-chloro-pyridin-2-amine